(2E)-3-(4-amino-6-chloro-2-methylpyrimidin-5-yl)prop-2-enoic acid ethyl ester C(C)OC(\C=C\C=1C(=NC(=NC1Cl)C)N)=O